2,3,5-trimethyl-hydroquinone CC1=C(O)C=C(C(=C1C)O)C